3,4-dihydro-2H-pyran-2-ylmethanol O1C(CCC=C1)CO